Methyl (5S,8S,11S)-8-isobutyl-5-(naphthalen-1-ylmethyl)-3,6,9-trioxo-11-(((S)-2-oxopiperidin-3-yl)methyl)-1-phenyl-2-oxa-4,7,10-triazadodecan-12-oate C(C(C)C)[C@H](NC([C@@H](NC(OCC1=CC=CC=C1)=O)CC1=CC=CC2=CC=CC=C12)=O)C(N[C@H](C(=O)OC)C[C@H]1C(NCCC1)=O)=O